NC1=C(C=C(C=C1)Cl)[C@](C#CC1CC1)(O)C(F)(F)F (S)-1-(2-amino-5-chlorophenyl)-1-trifluoromethyl-3-cyclopropyl-2-propyne-1-ol